ClC=1C2=CN(N=C2C(=C(C1)C1=CC=C(C=C1)N(C)CCN1CC(C1)O)Cl)C(C(=O)OCC)C1=C2N(C=N1)C[C@@H](C2)F ethyl 2-(4,7-dichloro-6-(4-((2-(3-hydroxyazetidin-1-yl)ethyl)(methyl)amino)phenyl)-2H-indazol-2-yl)-2-((R)-6-fluoro-6,7-dihydro-5H-pyrrolo[1,2-c]imidazol-1-yl)acetate